2-((4-oxo-2-phenyl-4H-benzopyran-3-yl)oxy)-N'-phenylacetyl-hydrazine O=C1C(=C(OC2=C1C=CC=C2)C2=CC=CC=C2)ON(N)C(CC2=CC=CC=C2)=O